Methyl 1-(2-(tert-Butoxy) ethyl)-2-(4-(6-((4-cyano-2-fluorobenzyl) oxy) pyridin-2-yl)-2,5-difluorobenzyl)-1H-benzo[d]imidazole-6-carboxylate C(C)(C)(C)OCCN1C(=NC2=C1C=C(C=C2)C(=O)OC)CC2=C(C=C(C(=C2)F)C2=NC(=CC=C2)OCC2=C(C=C(C=C2)C#N)F)F